1-[4-[[4-(3-chloro-4-cyano-phenoxy)cyclohexyl]carbamoyl]phenyl]piperidine-4-carboxylic acid ClC=1C=C(OC2CCC(CC2)NC(=O)C2=CC=C(C=C2)N2CCC(CC2)C(=O)O)C=CC1C#N